benzyl N-{2-[1-(4-ethynylphenyl)-N-methylformamido] ethyl}-N-methylcarbamate C(#C)C1=CC=C(C=C1)C(=O)N(C)CCN(C(OCC1=CC=CC=C1)=O)C